COC1=C(C(=NC=C1)C=O)C (4-methoxy-3-methyl-2-pyridinyl)methanone